DIAZABICYCLOOCTANE C1CCCC(CCC1)N2CCCCCCN2